(R)-3-(1-acetyl-4-hydroxypiperidin-4-yl)-5-((1-(3-(difluoromethyl)-2-fluorophenyl)ethyl)amino)-1,7-dimethyl-8-((triisopropylsilyl)ethynyl)-1,6-naphthyridin-2(1H)-one C(C)(=O)N1CCC(CC1)(O)C=1C(N(C2=C(C(=NC(=C2C1)N[C@H](C)C1=C(C(=CC=C1)C(F)F)F)C)C#C[Si](C(C)C)(C(C)C)C(C)C)C)=O